[1,1'-biphenyl]-3-ol dihydrochloride Cl.Cl.C1(=CC(=CC=C1)O)C1=CC=CC=C1